C(C)OC(=O)C1=CN(C=CC1=O)C(CC=1C(=NC(=C(C1)O)Cl)I)C(CO)(C)C.ClC1=C(C(=O)NC2=CC(=CC(=C2)OC)OC)C=CC=C1 2-chloro-N-(3,5-dimethoxyphenyl)benzamide ethyl-1-(1-(6-chloro-5-hydroxy-2-iodopyridin-3-yl)-4-hydroxy-3,3-dimethylbut-2-yl)-4-oxo-1,4-dihydropyridine-3-carboxylate